OC1=C(C2=CC=CC=C2C=C1)C=O 2-hydroxy-1-naphthaldehyde